4-methylsulfonylphenol CS(=O)(=O)C1=CC=C(C=C1)O